(S)-N-(5-(2-amino-[1,2,4]triazolo[1,5-a]pyridin-6-yl)-2-methylpyridin-3-yl)-3-(5-fluoropyridin-3-yl)isooxazolidine-2-carboxamide NC1=NN2C(C=CC(=C2)C=2C=C(C(=NC2)C)NC(=O)N2OCC[C@H]2C=2C=NC=C(C2)F)=N1